C(C)C1=NN(C=C1)C1=CC=C(C=N1)N 6-(3-ethylpyrazol-1-yl)pyridin-3-amine